OC[C@@H](C1=NC=CC=C1)NC(=O)C1=CC=C2C(=CC(=NC2=C1)C1=CC=C(C=C1)C(F)(F)F)OC (R)-N-(2-hydroxy-1-(pyridin-2-yl)ethyl)-4-methoxy-2-(4-(trifluoromethyl)phenyl)quinoline-7-carboxamide